FC(S(=O)(=O)[O-])(F)F.C1(=CC=CC=C1)[S+](C1=CC=C(C=C1)OC(C)(C)C)C1=CC=CC=C1 diphenyl-4-t-butoxyphenyl-sulfonium trifluoromethanesulfonate